N-(3-(5-(2-acetamidopyridin-4-yl)-2-(methylthio)-1-((2-(trimethylsilyl)ethoxy)methyl)-1H-imidazol-4-yl)phenyl)-3,5-difluorobenzamide C(C)(=O)NC1=NC=CC(=C1)C1=C(N=C(N1COCC[Si](C)(C)C)SC)C=1C=C(C=CC1)NC(C1=CC(=CC(=C1)F)F)=O